N-(bis(4-(tributylsilyl)phenyl)phosphaneyl)-1-(2-fluorophenyl)-N-phenyl-1-(4-(tributylsilyl)phenyl)phosphanamine C(CCC)[Si](C1=CC=C(C=C1)P(N(P(C1=CC=C(C=C1)[Si](CCCC)(CCCC)CCCC)C1=C(C=CC=C1)F)C1=CC=CC=C1)C1=CC=C(C=C1)[Si](CCCC)(CCCC)CCCC)(CCCC)CCCC